C(C)(C)OC1=C(C=CC=N1)C 6-isopropoxy-5-methylpyridin